(2R)-1-{[1-(6-Chloro-3-fluoropyridin-2-yl)ethyl](4-methoxybenzyl)amino}butan-2-ol ClC1=CC=C(C(=N1)C(C)N(C[C@@H](CC)O)CC1=CC=C(C=C1)OC)F